FC=1C(=NC=CC1)COC=1C=NC=C(C1C)B1OC(C(O1)(C)C)(C)C 3-((3-fluoropyridin-2-yl)methoxy)-4-methyl-5-(4,4,5,5-tetramethyl-1,3,2-dioxaborolan-2-yl)pyridine